NC1=C(C=C(C(=C1)N)O)O 4,6-Diamino-1,3-dihydroxybenzol